((2-(((S)-1-((S)-2-((5-cyclohexylthiazol-2-yl)carbamoyl)pyrrolidin-1-yl)-3,3-dimethyl-1-oxobutan-2-yl)carbamoyl)benzo[b]thiophen-5-yl)difluoromethyl)phosphonic acid C1(CCCCC1)C1=CN=C(S1)NC(=O)[C@H]1N(CCC1)C([C@H](C(C)(C)C)NC(=O)C1=CC2=C(S1)C=CC(=C2)C(F)(F)P(O)(O)=O)=O